5-((1R,2R)-2-(dimethylamino)cyclobutoxy)-N-(5-fluoroquinolin-6-yl)-7-(1-methyl-1H-pyrazol-4-yl)quinazolin-4-amine CN([C@H]1[C@@H](CC1)OC1=C2C(=NC=NC2=CC(=C1)C=1C=NN(C1)C)NC=1C(=C2C=CC=NC2=CC1)F)C